C(C)N(C1=C(C=CC(=C1)NCC1=CC=C(C=C1)C(F)(F)F)NC(CC(C)(C)C)=O)CC N-(2-(diethylamino)-4-((4-(trifluoromethyl)benzyl)amino)phenyl)-3,3-dimethylbutanamide